1,8-menthanediamine C1(CCC(CC1)C(C)(C)N)(C)N